C(C)OC(\N=C\1/SC=CN1C1=CC=C(C=C1)C)=O (Z)-(3-(p-tolyl)thiazol-2(3H)-ylidene)carbamic acid ethyl ester